hexahydro-2H-pyrido[4,3-b][1,4]Oxazin O1C=2C(NCC1)CNCC2